ClC1=CC=C(C=C1)N1N=C2C=C(C=CC2=C1)OC 2-(4-chlorophenyl)-6-methoxy-2H-indazole